3-[4-fluoro-1-oxo-5-[4-[3-(4-piperidyloxy)cyclobutyl]piperazin-1-yl]isoindolin-2-yl]piperidine-2,6-dione FC1=C2CN(C(C2=CC=C1N1CCN(CC1)C1CC(C1)OC1CCNCC1)=O)C1C(NC(CC1)=O)=O